ClC1=C(C(=O)NCC=2C=NC(=CC2)OC)C(=CC=N1)Cl 2,4-dichloro-N-((6-methoxypyridin-3-yl)methyl)nicotinamide